(tert-butyldimethylsiloxy)[(trimethylsilyl)-propylamino]methyl(vinyl)silane O([Si](C)(C)C(C)(C)C)[Si](C=C)(C)N(CCC)[Si](C)(C)C